1-(2-chloro-5-((R)-2-(2,5-difluorophenyl)-4,4-difluoropyrrolidin-1-yl)pyrazolo[1,5-a]pyrimidin-3-yl)-3-((1R,2R)-2-hydroxycyclopropyl)urea ClC1=NN2C(N=C(C=C2)N2[C@H](CC(C2)(F)F)C2=C(C=CC(=C2)F)F)=C1NC(=O)N[C@H]1[C@@H](C1)O